5-{2-amino-[1,2,4]triazolo[1,5-a]pyridin-7-yl}-2-chloro-N-{[2-fluoro-5-(trifluoromethoxy)phenyl](deutero)methyl}pyridine-3-carboxamide NC1=NN2C(C=C(C=C2)C=2C=C(C(=NC2)Cl)C(=O)NC([2H])C2=C(C=CC(=C2)OC(F)(F)F)F)=N1